CC1(C=2C=CC=CC2C2=C3C(C=CC=C13)=C(C=C2)OB(O)O)C (7,7-dimethyl-7H-benzo[de]anthracene-3-yl)boric acid